1-(4-(2-(pyridin-3-yl)-1,3-selenazol-5-yl)benzyl)azetidine-3-carboxylic acid sodium salt [Na+].N1=CC(=CC=C1)C=1[Se]C(=CN1)C1=CC=C(CN2CC(C2)C(=O)[O-])C=C1